COC(=O)C1=NN(C=2N=C(SC21)N)CC2=CC=C(C=C2)OC 5-amino-1-(4-methoxybenzyl)-1H-pyrazolo[3,4-d]thiazole-3-carboxylic acid methyl ester